3-glycidoxypropyl-methoxytriethoxysilane C(C1CO1)OCCCCCO[Si](OCC)(OCC)OC